(3-chlorophenyl)(1-hydroxybenzo[d]-[1,2,3]diazaborinin-2(1H)-yl)methanone ClC=1C=C(C=CC1)C(=O)N1N=CC2=C(B1O)C=CC=C2